N-[1-(dicyclopropylmethyl)-2-[[5-(5-ethyl-3-methyl-1H-pyrazol-4-yl)-6-fluoro-2-pyridyl]amino]-2-oxo-ethyl]-2-(3-methoxypropyl)pyrazole-3-carboxamide C1(CC1)C(C(C(=O)NC1=NC(=C(C=C1)C=1C(=NNC1CC)C)F)NC(=O)C=1N(N=CC1)CCCOC)C1CC1